FC1=C(C=CC(=C1F)OC)C1=CN=C2N1C=CN=C2NC2=CC(=C(C(=O)NCCN1CCNCC1)C=C2)C 4-[[3-(2,3-difluoro-4-methoxyphenyl)imidazo[1,2-a]pyrazin-8-yl]amino]-2-methyl-N-(2-piperazin-1-ylethyl)benzamide